octahydrocyclopenta[c]pyrrol-5-ol C1NCC2C1CC(C2)O